CC(O)[C-]1C=CC=C1.[CH-]1C=CC=C1.[Fe+2] α-methyl-ferrocenemethanol